3-(5-trifluoromethyl-2H-benzotriazol-2-yl)-5-tert-butyl-4-hydroxycinnamate FC(C1=CC=2C(=NN(N2)C=2C=C(C=CC(=O)[O-])C=C(C2O)C(C)(C)C)C=C1)(F)F